(S)-(4-(5-methylbenzo[d]thiazol-2-yl)-6,7-dihydro-1H-imidazo[4,5-c]pyridin-5(4H)-yl)(thiazol-5-yl)methanone CC=1C=CC2=C(N=C(S2)[C@H]2N(CCC3=C2N=CN3)C(=O)C3=CN=CS3)C1